5-((2-Methoxyethoxy)carbonyl)-2,6-dimethyl-4-(2-nitrophenyl)-1,4-dihydropyridine-3-carboxylic acid COCCOC(=O)C=1C(C(=C(NC1C)C)C(=O)O)C1=C(C=CC=C1)[N+](=O)[O-]